1-(2-hydroxyethyl)-1,2,4,5,6,7-hexahydro-3H-pyrazolo[4,3-c]pyridin-3-one OCCN1NC(C=2CNCCC21)=O